1-Methyl-4-[3-[(1R)-1-[[2-methyl-5-(4-methylpiperazin-1-yl)benzoyl]amino]ethyl]phenyl]pyrrole-2-carboxylic acid CN1C(=CC(=C1)C1=CC(=CC=C1)[C@@H](C)NC(C1=C(C=CC(=C1)N1CCN(CC1)C)C)=O)C(=O)O